(S)-4-(2-amino-3-(4-(4-(2-ethoxyethyl)-2-oxopiperazin-1-yl)phenyl)propanamido)-1H-indole-2-carboxylic acid tert-butyl ester C(C)(C)(C)OC(=O)C=1NC2=CC=CC(=C2C1)NC([C@H](CC1=CC=C(C=C1)N1C(CN(CC1)CCOCC)=O)N)=O